N6-(1-ethylpropyl)-3-isopropyl-N8-(3-pyridylmethyl)-[1,2,4]triazolo[4,3-b]pyridazine-6,8-diamine C(C)C(CC)NC=1C=C(C=2N(N1)C(=NN2)C(C)C)NCC=2C=NC=CC2